The molecule is a 1-[1-(2-benzylphenoxy)propan-2-yl]piperidine that has R configuration. The racemate comprising equimolar amounts of (R)- and (S)-benproperine is used as a cough suppressant. It is a conjugate base of a (R)-benproperine(1+). It is an enantiomer of a (S)-benproperine. C[C@H](COC1=CC=CC=C1CC2=CC=CC=C2)N3CCCCC3